FC1=C(CC2=NC3=C(N2C[C@H]2OCC2)C=C(C=C3)C(=O)O)C=C(C(=C1)C1=NC(=CC=C1)OCC1=NN(C(=C1)OC)C)F (S)-2-(2,5-difluoro-4-(6-((5-methoxy-1-methyl-1H-pyrazol-3-yl)methoxy)pyridin-2-yl)benzyl)-1-(oxetan-2-ylmethyl)-1H-benzo[d]imidazole-6-carboxylic acid